1-(2-amino-5-bromophenyl)propan-1-one hydrochloride Cl.NC1=C(C=C(C=C1)Br)C(CC)=O